5-hydroxy-8-methyl-2H-isoquinolin-1-one OC1=C2C=CNC(C2=C(C=C1)C)=O